Ethyl 6-methyl-4,5,6,7-tetrahydropyrazolo[1,5-a]pyrazine-2-carboxylate CC1NCC=2N(C1)N=C(C2)C(=O)OCC